tert-butyl (E)-(3-(3-amino-2-((4-((2-amino-4-carbamoyl-6-methoxyphenyl)amino) but-2-en-1-yl)amino)-5-carbamoylphenoxy)propyl)carbamate NC=1C(=C(OCCCNC(OC(C)(C)C)=O)C=C(C1)C(N)=O)NC\C=C\CNC1=C(C=C(C=C1OC)C(N)=O)N